CC1=C(C(=O)OC2(CCN(CC2)CC(NC2=CC=CC=C2)=O)CNC(C2=C(C=CC=C2)F)=O)C=CC=C1 (4-((2-fluorobenzamido) methyl)-1-(2-oxo-2-(phenylamino) ethyl) piperidin-4-yl) methylbenzoate